diphenylthiazine diphosphate OP(O)(=O)OP(=O)(O)O.C1(=CC=CC=C1)C1=C(NSC=C1)C1=CC=CC=C1